1-(4-fluorophenyl)-2-(trifluoromethyl)-1H-imidazole FC1=CC=C(C=C1)N1C(=NC=C1)C(F)(F)F